4-bromo-2-(1-tosyl-5-(trifluoromethyl)-1H-pyrrolo[2,3-b]pyridin-3-yl)thiazole BrC=1N=C(SC1)C1=CN(C2=NC=C(C=C21)C(F)(F)F)S(=O)(=O)C2=CC=C(C)C=C2